6-methyl-5-(8-methyl-[1,2,4]triazolo[1,5-a]pyridin-6-yl)-1-(piperidin-3-yl)-1,3-dihydro-2H-benzo[d]imidazol-2-one CC=1C(=CC2=C(N(C(N2)=O)C2CNCCC2)C1)C=1C=C(C=2N(C1)N=CN2)C